BrC=1C=C(C(=NC1)N1N=C2C(C=NC(=C2)C(F)(F)F)=C1Cl)S(=O)(=O)CC 5-bromo-2-[3-chloro-6-(trifluoromethyl)pyrazolo[4,3-c]pyridin-2-yl]-3-(ethanesulfonyl)pyridine